6,8-di-tert-butyl-2,2-dimethyl-4H-benzo[d][1,3]dioxin-4-one C(C)(C)(C)C1=CC2=C(OC(OC2=O)(C)C)C(=C1)C(C)(C)C